C1(CCCCC1)P(C1=C(C=CC=C1)C1=C(C=C(C=C1C(C)C)S(=O)(=O)[O-])C(C)C)C1CCCCC1.[Na+] sodium 2'-(dicyclohexylphosphino)-2,6-diisopropylbiphenyl-4-sulfonate